2-(3,3-Difluoropyrrolidin-1-yl)-N'-(4-iodo-2-(6-azaspiro[2.5]oct-6-yl)benzoyl)-6-methylpyrimidine-4-carbohydrazide FC1(CN(CC1)C1=NC(=CC(=N1)C(=O)NNC(C1=C(C=C(C=C1)I)N1CCC2(CC2)CC1)=O)C)F